ClC1=C2C3=C(N=CN=C3C=C1C1=C(C=CC=C1)OC(F)(F)F)N1[C@H](CO2)CN(CC1)C(C=C)=O 1-[(8aS)-6-Chloro-5-[2-(trifluoromethoxy)phenyl]-8a,9,11,12-tetrahydropyrazino[2',1':3,4][1,4]oxazepino[5,6,7-de]quinazolin-10(8H)-yl]prop-2-en-1-one